3,3-dimethyl-2-oxo-1-((1-phenylpyrrolidin-3-yl)methyl)indoline-6-carboxylic acid CC1(C(N(C2=CC(=CC=C12)C(=O)O)CC1CN(CC1)C1=CC=CC=C1)=O)C